8-chloro-2-[4-(2-hydroxyethoxy)phenyl]-3-(methoxymethoxy)chromen-4-one ClC=1C=CC=C2C(C(=C(OC12)C1=CC=C(C=C1)OCCO)OCOC)=O